flavan-3,3',4',5,5',7-hexol O1C(C(CC=2C(=CC(=CC12)O)O)O)C1=CC(=C(C(=C1)O)O)O